C1(CC1)C1=NN(C(=C1)C(F)(F)F)CC(=O)N1C(CCC1)C1=C2CN(C(C2=CC=C1)=O)C 4-[1-[2-[3-cyclopropyl-5-(trifluoromethyl)pyrazol-1-yl]acetyl]pyrrolidin-2-yl]-2-methyl-isoindolin-1-one